5-(3,4,5-trimethoxybenzylidene)-N-(4-fluorobenzenesulfonyl)-4-piperidone COC=1C=C(C=C2C(CCN(C2)S(=O)(=O)C2=CC=C(C=C2)F)=O)C=C(C1OC)OC